ClC=1C=C(C=CC1Cl)NC(=O)[C@H]1[C@H]2[C@@H](C[C@@H]([C@@H]1C1=CC(=NC=C1)C)O2)F (1S,2R,3S,4S,6R)-N-(3,4-dichlorophenyl)-6-fluoro-3-(2-methylpyridin-4-yl)-7-Oxabicyclo[2.2.1]Heptane-2-carboxamide